4-(2-azidopropan-2-yl)-6-chloro-1-((1S,2R,3R)-2-methyl-3-(methylsulfonyl)cyclobutoxy)-2,7-naphthyridine N(=[N+]=[N-])C(C)(C)C1=CN=C(C2=CN=C(C=C12)Cl)O[C@@H]1[C@H]([C@@H](C1)S(=O)(=O)C)C